ClC1=NC=NC(=C1Cl)C 4,5-dichloro-6-methylpyrimidine